3-methyl-4-((R)-1-phenyl-ethoxycarbonylamino)-isoxazol CC1=NOC=C1NC(=O)O[C@H](C)C1=CC=CC=C1